OC1=C(C=C(C=2OC3=CC(=CC(=C3C(C2OC)=O)OC)OC)C=C1OC)OC 4'-hydroxy-3,5,7,3',5'-pentamethoxyflavone